C(C=C)(=O)OCCC(C(=O)O)(CC(=O)O)CCO.NC=1C(=NC(=C(N1)N1N=CC=N1)C=1C=CC2=C(N(C=N2)C)C1)C(=O)NC[C@@H]1N(CCC1)C (R)-3-amino-6-(1-methyl-1H-benzo[D]imidazol-6-yl)-N-((1-methylpyrrolidin-2-yl)methyl)-5-(2H-1,2,3-triazol-2-yl)pyrazine-2-carboxamide acryloyloxyethyl-2-hydroxyethyl-succinate